[SiH3][SiH2][SiH2][SiH2][SiH3] pentasilane